COC(N(C1(CC1)C1=CC(=C(C=C1)F)C(F)(F)F)CC(C)(C)N)=O (2-amino-2-methylpropyl)(1-(4-fluoro-3-(trifluoromethyl)phenyl)cyclopropyl)carbamic acid methyl ester